FC1=C(C=C(C=C1)NC(=O)C1=C(N(C(=C1C)C(C(=O)NC1[C@@H]2CC3CC(C[C@@H]1C3)(C2)O)=O)CCF)C)C N-(4-fluoro-3-methylphenyl)-1-(2-fluoroethyl)-5-(2-(((1R,2s,3S,5s,7s)-5-hydroxyadamantan-2-yl)amino)-2-oxoacetyl)-2,4-dimethyl-1H-pyrrole-3-carboxamide